2-(6-methoxy-2-naphthyl)propionitrile COC=1C=C2C=CC(=CC2=CC1)C(C#N)C